(cyclopropylmethyl)-1-(4-methoxybenzyl)-1,6-dihydropyrrolo[2,3-c]pyrazole-5-carbaldehyde C1(CC1)CC=1C2=C(N(N1)CC1=CC=C(C=C1)OC)NC(=C2)C=O